10-(4-methoxyphenyl)acridine-9(10H)-thione COC1=CC=C(C=C1)N1C=2C=CC=CC2C(C2=CC=CC=C12)=S